COC(=O)C1=C(C2=C(C(NC=C2)=O)S1)C methyl-7-oxo-6,7-dihydrothieno[2,3-c]Pyridine-2-carboxylic acid methyl ester